NC1=C(COC2=CC=CC(=N2)C2=CC(=C(CC3=NC4=C(N3CCOC)C=C(C=C4)C(=O)O)C=C2)F)C=CC=C1 2-(4-(6-((2-aminobenzyl)oxy)pyridin-2-yl)-2-fluorobenzyl)-1-(2-methoxyethyl)-1H-benzo[d]imidazole-6-carboxylic acid